C(C)(C)C=1C(=NC(=CC1)C(F)(F)F)NC(=O)N=[S@@](=O)(N)C=1C=NN2C1OCC(C2)(C)C (S)-N'-((3-isopropyl-6-(trifluoromethyl)pyridin-2-yl)carbamoyl)-6,6-dimethyl-6,7-dihydro-5H-pyrazolo[5,1-b][1,3]oxazine-3-sulfonimidamide